O1COC=2C=CC3=C(N=CS3)C21 [1,3]dioxolo[4',5':5,6]benzo[1,2-d]thiazole